C1(CCCCC1)CN(CCN1[C@H]2CC(C[C@@H]1CC2)C=2C=C(C(=O)N)C=CC2)C([C@H](CO)O)=O 3-[(1R,3r,5S)-8-(2-{(cyclohexylmethyl)[(2S)-2,3-dihydroxypropanoyl]amino}ethyl)-8-azabicyclo[3.2.1]octan-3-yl]benzamide